ClC=1C(=C(C=CC1Cl)NC1=NC=NC2=CC=C(C=C12)[C@@]1(CNCC1)F)F N-(3,4-Dichloro-2-fluoro-phenyl)-6-[(3S)-3-fluoropyrrolidin-3-yl]quinazolin-4-amine